N-(4-Methoxyphenyl)-1-methyl-2-oxo-1,8-naphthyridine-3-carboxamide COC1=CC=C(C=C1)NC(=O)C=1C(N(C2=NC=CC=C2C1)C)=O